(R)-4-(5-chloro-2-(4-fluoro-2-methylphenoxy)-4-(trifluoromethyl)benzoylamino)-2-(2,3-dihydroxypropoxy)pyridine-1-oxide ClC=1C(=CC(=C(C(=O)NC2=CC(=[N+](C=C2)[O-])OC[C@@H](CO)O)C1)OC1=C(C=C(C=C1)F)C)C(F)(F)F